Methyl 6-(((1H-pyrazol-3-yl) methyl) amino)-5-bromonicotinate N1N=C(C=C1)CNC1=NC=C(C(=O)OC)C=C1Br